C12CN(CC(CC1)N2)C2=NC(=NC1=C(C(=C(C=C21)C(F)(F)F)C2=CC=C(C=1SC(=C(C12)C#N)N)F)F)OCC1(COC1)F 4-(4-(3,8-diazabicyclo[3.2.1]oct-3-yl)-8-fluoro-2-((3-fluorooxetan-3-yl)methoxy)-6-(trifluoromethyl)quinazolin-7-yl)-2-amino-7-fluorobenzo[b]thiophene-3-carbonitrile